2-{2-[(3-{4-[(1-acetylpiperidin-4-yl)amino]-1-(2,2,2-trifluoroethyl)-1H-indol-2-yl}prop-2-yn-1-yl)amino]-5-methanesulfonylphenoxy}acetonitrile C(C)(=O)N1CCC(CC1)NC1=C2C=C(N(C2=CC=C1)CC(F)(F)F)C#CCNC1=C(OCC#N)C=C(C=C1)S(=O)(=O)C